3-(5-(difluoromethyl)-1,3,4-thiadiazol-2-yl)-N-(1-methylcyclopropyl)-8-((tetrahydro-2H-pyran-4-yl)oxy)imidazo[1,5-a]pyridine-6-sulfonamide FC(C1=NN=C(S1)C1=NC=C2N1C=C(C=C2OC2CCOCC2)S(=O)(=O)NC2(CC2)C)F